1-((5-chloropyridin-2-yl)methyl)-4-methylpiperazine ClC=1C=CC(=NC1)CN1CCN(CC1)C